1,3,7-triazaspiro[4.4]nonane-2,4-dione N1C(NC(C12CNCC2)=O)=O